CC(C)[C@@H](C(=O)OCC(CO)OCN1C=NC2=C1N=C(NC2=O)N)N The molecule is the L-valinyl ester of ganciclovir, into which it is rapidly converted by intestinal and hepatic esterases. It is a synthetic analogue of 2'-deoxyguanosine. It has a role as a prodrug and an antiviral drug. It is a member of purines and a L-valyl ester. It derives from a guanine and a ganciclovir.